C(C)N(CC)C1=CC(=C(C=C1)C(C1=CC=C(C=C1)C)C1=C(C=C(C=C1)N(CC)CC)C)C bis[4-(N,N-diethylamino)2-methylphenyl](4-methylphenyl)methane